O=C1NC(=NS1)C1CCC(CC1)C(=O)O (1r,4r)-4-(5-oxo-4,5-dihydro-1,2,4-thiadiazol-3-yl)cyclohexane-1-carboxylic acid